OCC=1C(=NC(=C(N1)C1=CC=C2C(=NNC2=C1)C)C)N1CCC2([C@@H]([C@@H](OC2)C)NC(OC(C)(C)C)=O)CC1 tert-butyl ((3S,4S)-8-(3-(hydroxymethyl)-6-methyl-5-(3-methyl-1H-indazol-6-yl)pyrazin-2-yl)-3-methyl-2-oxa-8-azaspiro[4.5]decan-4-yl)carbamate